C(#N)C1=CNC2=C(C=CC(=C12)C)NS(=O)(=O)C=1C=NN(C1)C N-(3-cyano-4-methyl-1H-indol-7-yl)-1-methylpyrazole-4-sulfonamide